C1(=CC=CC=C1)C(C1=CC=CC=C1)=NC1=NC=CC(=C1C)CO {2-[(Diphenylmethylene)amino]-3-methylpyridin-4-yl}methanol